C1(=CC=CC=C1)C=1C(=C(C=CC1C1(C2=CC=CC=C2C=2C=CC=CC12)C1=CC=C(C=C1)O)O)C1=CC=CC=C1 diphenyl-4,4'-(9H-fluoren-9-ylidene)bisphenol